5-phenethyl-1-[3-(trimethoxysilyl)propyl]-1H-tetrazole C(CC1=CC=CC=C1)C1=NN=NN1CCC[Si](OC)(OC)OC